C(N)(OC=1C=C2CCNC2=CC1)=O indolin-5-yl carbamate